Cl.C1(=C2N(C=N1)CCC2)C(C(=O)NC=2SC=CN2)N2C(C1=CC(=CC(=C1C2)F)C2=CC=C(C=C2)CC2CCNCC2)=O 2-(6,7-Dihydro-5H-pyrrolo[1,2-c]imidazol-1-yl)-2-[4-fluoro-1-oxo-6-[4-(4-piperidinylmethyl)phenyl]isoindolin-2-yl]-N-thiazol-2-yl-acetamide hydrochloride